1-[2-[3-(difluoromethyl)-5-ethyl-pyrazol-1-yl]-6-[6-[(6-methylpyridazin-3-yl)amino]benzimidazol-1-yl]-3-pyridyl]ethanol FC(C1=NN(C(=C1)CC)C1=NC(=CC=C1C(C)O)N1C=NC2=C1C=C(C=C2)NC=2N=NC(=CC2)C)F